C(CCCCCCC\C=C/C\C=C/CCCCC)(=O)OCC(COC(CC12CC3CC(CC(C1)C3)C2)=O)COC([C@@H](N(C)C)CC2=CNC=N2)=O 3-(2-((3S,5S,7S)-adamantan-1-yl)acetoxy)-2-(((Nα,Nα-dimethyl-L-histidyl)oxy)methyl)propyl (9Z,12Z)-octadeca-9,12-dienoate